FC1=CC=C(C=C1)NN N-(4-fluorophenyl)hydrazine